BrC=1N=C(N(N1)C)N 5-bromo-2-methyl-1,2,4-triazole-3-amine